(cyclopropylmethoxy)benzene-1,3-diol C1(CC1)COC1=C(C=CC=C1O)O